5-(2,4,5-trifluoro-3-methoxyphenyl)-1,3,4-oxathiazol-2-one FC1=C(C=C(C(=C1OC)F)F)C1=NSC(O1)=O